(2R,5S)-2,5-diethyl-4-(2-((methoxyimino)methyl)-5-methyl-6-oxo-5,6-dihydroimidazo[1,2-b]pyridazin-8-yl)piperazine-1-carboxylic acid tert-butyl ester C(C)(C)(C)OC(=O)N1[C@@H](CN([C@H](C1)CC)C=1C=2N(N(C(C1)=O)C)C=C(N2)C=NOC)CC